C(=O)(O)C(CCC1=C(C(=O)O)C=CC=N1)(C)O 2-(3-carboxy-3-hydroxybutan-yl)nicotinic acid